The molecule is a steroid phosphate that is the 21-O-phospho derivative of dexamethasone. It has a role as a glucocorticoid receptor agonist. It is a steroid phosphate, an 11beta-hydroxy steroid, a 17-hydroxy steroid, a 3-oxo-Delta(4) steroid, a fluorinated steroid and a tertiary alpha-hydroxy ketone. It derives from a dexamethasone. It is a conjugate acid of a dexamethasone phosphate(2-). C[C@@H]1C[C@H]2[C@@H]3CCC4=CC(=O)C=C[C@@]4([C@]3([C@H](C[C@@]2([C@]1(C(=O)COP(=O)(O)O)O)C)O)F)C